C(C(C)C)O[Ti](C(CC(=O)COCC)=O)(C(CC(=O)COCC)=O)OCC(C)C di-iso-butoxybis(ethoxyacetoacetyl)titanium